ClC=1C(=C(C=CC1)NS(=O)(=O)CC(=O)O)N(C)C 2-([3-CHLORO-2-(DIMETHYLAMINO)PHENYL]SULFAMOYL)ACETIC ACID